(S)-l-1-chloro-8-((3S,5R)-3,5-dimethylpiperazin-1-yl)-3-(5-fluoropyridin-3-yl)-10-(trifluoromethyl)-3,4-dihydro-2H,6H-[1,4]thiazepino[2,3,4-ij]quinazolin-6-one ClS1C[C@H](CN2C(N=C(C3=CC(=CC1=C23)C(F)(F)F)N2C[C@@H](N[C@@H](C2)C)C)=O)C=2C=NC=C(C2)F